FC=1C=C(C=CC1)N1C[C@H](CC1)CN1C[C@@H](C([C@@H](C1)O)O)O (3S,4R,5R)-1-(((R)-1-(3-fluorophenyl)pyrrolidin-3-yl)methyl)piperidine-3,4,5-triol